2-furanformic acid potassium [K].O1C(=CC=C1)C(=O)O